N-methyl-N-nitro-Nitrosoguanidine CN(C(=NN=O)N)[N+](=O)[O-]